C1(=CC=CC=C1)C1=CC=CC(=N1)C=1C=CC=2N(C3=CC=C(C=C3C2C1)C1=NC(=CC=C1)C1=CC=CC=C1)C=1C(=C(C(=CC1)C1=NC(=CC(=N1)C1=CC=CC=C1)C1=CC=CC=C1)N1C2=CC=C(C=C2C=2C=C(C=CC12)C)C)C1=NC(=CC(=N1)C1=CC=CC=C1)C1=CC=CC=C1 9-(3-(3,6-bis(6-phenylpyridin-2-yl)-9H-carbazol-9-yl)-2,6-bis(4,6-diphenylpyrimidin-2-yl)phenyl)-3,6-dimethyl-9H-carbazole